7-chloro-2-(2,5-difluorophenyl)-4-oxo-4H-chromene-3-carboxylic acid tert-butyl ester C(C)(C)(C)OC(=O)C1=C(OC2=CC(=CC=C2C1=O)Cl)C1=C(C=CC(=C1)F)F